BrC=1C=C(C=C2C(CN(C12)C(C)C)(COC1OCCCC1)C)C(=O)NC1=CC=C(C=C1)OC(F)(F)Cl 7-bromo-N-(4-(chlorodifluoromethoxy)phenyl)-1-isopropyl-3-methyl-3-(((tetrahydro-2H-pyran-2-yl)oxy)methyl)indoline-5-carboxamide